C(C)(C)(C)NC(N(C)C1=NC2=CC(=CC=C2N=C1)C=1C=NC(=CC1)OCCCN(C)C)=O 3-(tert-butyl)-1-(7-(6-(3-(dimethylamino)propoxy)pyridin-3-yl)quinoxalin-2-yl)-1-methylurea